(R,E)-1-(3-((6-amino-5-(4-phenoxyphenyl)pyrimidin-4-yl)amino)piperidin-1-yl)-4-(dimethylamino)but-2-en-1-one NC1=C(C(=NC=N1)N[C@H]1CN(CCC1)C(\C=C\CN(C)C)=O)C1=CC=C(C=C1)OC1=CC=CC=C1